(pyridine-2,6-diyl)bis(N-(2-(tert-butyl)phenyl)ethan-1-imine) N1=C(C=CC=C1C(C)=NC1=C(C=CC=C1)C(C)(C)C)C(C)=NC1=C(C=CC=C1)C(C)(C)C